ClC1=CC=C(C=C1)CN1CC2(C1)CC(C2)NC(=O)N2[C@@H](CN(C[C@@H]2C)C2=NC=C(C=N2)C#N)C (2R,6S)-N-{2-[(4-chlorophenyl)methyl]-2-azaspiro[3.3]heptan-6-yl}-4-(5-cyanopyrimidin-2-yl)-2,6-dimethylpiperazine-1-carboxamide